(Z)-1-(4-amino-2-fluoro-but-2-en-1-yl)-4-(2-fluoro-5-(hydroxymethyl)phenyl)-1H-benzo[d]imidazole-6-carbonitrile NC\C=C(\CN1C=NC2=C1C=C(C=C2C2=C(C=CC(=C2)CO)F)C#N)/F